CN1N=C(C2=CC=C(C=C12)C(=O)NC=1N=CC=2N(C1)C=C(N2)[C@@H]2N(CC(C2)(C)C)C(=O)OC(C)(C)C)C |r| rac-tert-butyl 2-[6-(1,3-dimethylindazole-6-amido)imidazo[1,2-a]pyrazin-2-yl]-4,4-dimethylpyrrolidine-1-carboxylate